FC(CCC/C=C/C(=O)N1[C@H](C2=CC=CC=C2[C@H](C1)C=1C=NN(C1C)C)C)(F)F |r| rac-(E)-7,7,7-trifluoro-1-[rac-(1S,4S)-4-(1,5-dimethylpyrazol-4-yl)-1-methyl-3,4-dihydro-1H-isoquinolin-2-yl]hept-2-en-1-one